3-(8-amino-1-bromo-imidazo[1,5-a]pyrazin-3-yl)piperidine-1-carboxylate NC=1C=2N(C=CN1)C(=NC2Br)C2CN(CCC2)C(=O)[O-]